ClC1=CC(=NC(=N1)C)NC(=O)[C@@H]1[C@H](C1)C1=NC=CC(=N1)C (1S,2S)-N-(6-chloro-2-methyl-pyrimidin-4-yl)-2-(4-methylpyrimidin-2-yl)cyclopropane-1-carboxamide